OC1=CC=C(C=N1)CCC1CCN(CC1)C(=O)OC(C)(C)C tert-butyl 4-(2-(6-hydroxypyridin-3-yl)ethyl)piperidine-1-carboxylate